3-(2-{3-methoxy-4-[(1r,3r)-3-(dimethylamino)cyclobutoxy]phenylamino}-4-pyrimidinylamino)-6-quinolinol COC=1C=C(C=CC1OC1CC(C1)N(C)C)NC1=NC=CC(=N1)NC=1C=NC2=CC=C(C=C2C1)O